5-(2,4-difluorophenyl)-N-[2-[6-(dimethylcarbamoyl)-2-pyridyl]-2-(1-methylpyrazol-4-yl)propyl]isoxazole-3-carboxamide FC1=C(C=CC(=C1)F)C1=CC(=NO1)C(=O)NCC(C)(C=1C=NN(C1)C)C1=NC(=CC=C1)C(N(C)C)=O